(3-{[2-(4-chlorophenyl)imidazo[1,2-a]pyrimidin-3-yl]methyl}-3,8-diazabicyclo[3.2.1]oct-8-yl)[6-(methylsulfanyl)pyridin-2-yl]methanone ClC1=CC=C(C=C1)C=1N=C2N(C=CC=N2)C1CN1CC2CCC(C1)N2C(=O)C2=NC(=CC=C2)SC